(4-[dimethyl (t-butyl) silyl]-tetrafluorophenyl) gallate C(C1=CC(O)=C(O)C(O)=C1)(=O)OC1=C(C(=C(C(=C1F)F)[Si](C(C)(C)C)(C)C)F)F